CC1=CC=C(C=C1)S(=O)(SCCOCCCC(CO)CO)=O S-(2-((5-hydroxy-4-(hydroxymethyl)pentyl)oxy)ethyl) 4-methylbenzene-sulfonothioate